CC1(OCC2=CC=C(C=C12)COC1=CC2=C(C=N1)[C@H]1[C@@H](C2)[C@@H]1C(=O)OCC)C1=C(C=CC=C1)C(F)(F)F (5aR,6S,6aS)-ethyl 3-((3-methyl-3-(2-(trifluoromethyl)phenyl)-1,3-dihydroisobenzofuran-5-yl)methoxy)-5,5a,6,6a-tetrahydrocyclopropa[4,5]cyclopenta[1,2-c]pyridine-6-carboxylate